N-(4,4-difluoropyrrolidin-3-yl)-6-(6-(1-methyl-1H-pyrazol-4-yl)imidazo[1,2-a]pyridin-3-yl)pyridin-2-amine FC1(C(CNC1)NC1=NC(=CC=C1)C1=CN=C2N1C=C(C=C2)C=2C=NN(C2)C)F